ethynylpyridine-3-carbaldehyde C(#C)C1=NC=CC=C1C=O